(2-butyl-2-ethyl-1,3-propanediol) dicaprylate C(CCCCCCC)(=O)OCC(COC(CCCCCCC)=O)(CC)CCCC